C(#N)C1(CC1)NS(=O)(=O)C1=CC=C2C3=C(N(C2=C1)C=1SC(=NN1)C(F)F)N=CN=C3N3C[C@H]([C@H](CC3)OC)F N-(1-cyanocyclopropyl)-9-(5-(di-fluoromethyl)-1,3,4-thiadiazol-2-yl)-4-((3R,4S)-3-fluoro-4-methoxypiperidin-1-yl)-9H-pyrimido[4,5-b]indole-7-sulfonamide